(S)-N-(4-hydroxyphenyl)-3-(6-(3-(morpholinomethyl)-1,2,3,4-tetrahydroisoquinoline-2-carbonyl)benzo[d][1,3]dioxol-5-yl)-N-(pyridin-3-ylmethyl)-5,6,7,8-tetrahydroindolizine-1-carboxamide OC1=CC=C(C=C1)N(C(=O)C=1C=C(N2CCCCC12)C1=CC2=C(OCO2)C=C1C(=O)N1CC2=CC=CC=C2C[C@H]1CN1CCOCC1)CC=1C=NC=CC1